O=C1NC(CCC1N1C(C2=CC=CC(=C2C1=O)NCCOCCN1CCN(CC1)C1CCC(CC1)NC(OC(C)(C)C)=O)=O)=O tert-butyl ((1r,4r)-4-(4-(2-(2-((2-(2,6-dioxopiperidin-3-yl)-1,3-dioxoisoindolin-4-yl)amino)ethoxy)ethyl)piperazin-1-yl)cyclohexyl)carbamate